O[C@H]1[C@@H](CN(C1)C1=NC(=CC(=C1)C1=C(C=CC(=C1)NC(=O)N1C[C@@H](CC1)CC(F)(F)F)C)N1CCOCC1)NC(OCC1=CC=CC=C1)=O Benzyl ((3R,4R)-4-hydroxy-1-(4-(2-methyl-5-((S)-3-(2,2,2-trifluoroethyl)pyrrolidine-1-carboxamido)phenyl)-6-morpholinopyridin-2-yl)pyrrolidin-3-yl)carbamate